4-(((cyclobutylsulfinyl)methyl)thio)-2'-((2-hydroxyethyl)amino)-6-phenyl-[2,5'-bipyrimidine]-5-carbonitrile C1(CCC1)S(=O)CSC1=NC(=NC(=C1C#N)C1=CC=CC=C1)C=1C=NC(=NC1)NCCO